[2-isothiocyanato-2-[3-(trifluoromethyl)phenyl]butyl] 2,2-dimethylpropanoate CC(C(=O)OCC(CC)(C1=CC(=CC=C1)C(F)(F)F)N=C=S)(C)C